N-(8'-(difluoromethoxy)-4'H-spiro[cyclopropane-1,5'-naphtho[2,1-d]isoxazol]-3'-yl)-1H-imidazole-4-sulfonamide FC(OC1=CC=C2C3(CC=4C(=NOC4C2=C1)NS(=O)(=O)C=1N=CNC1)CC3)F